1,5-dimethyl-1,1,3,3,5,5-hexamethoxytrisiloxane C[Si](O[Si](O[Si](OC)(OC)C)(OC)OC)(OC)OC